C(C)C1=C(C(=NN1C=1N(N=C(C1)C)C)OCC(CO)F)[N+](=O)[O-] 3-((5-ethyl-2',5'-dimethyl-4-nitro-2'H-[1,3'-bipyrazol]-3-yl)oxy)-2-fluoropropan-1-ol